(2R)-3-{(1R)-2-[4,6-bis(trifluoromethyl)-1,3,5-triazin-2-yl]-6-chloro-2,3,4,9-tetrahydro-1H-pyrido[3,4-b]indol-1-yl}propane-1,2-diyl diacetate C(C)(=O)OC[C@@H](C[C@H]1N(CCC2=C1NC1=CC=C(C=C21)Cl)C2=NC(=NC(=N2)C(F)(F)F)C(F)(F)F)OC(C)=O